CN1C(C2=C(C(C1)C)NC(=C2C2=CC=CC=C2)C2=CC(=NC=C2)NC(C(C)C2=CC=C(C=C2)F)=O)=O N-{4-[5,7-Dimethyl-4-oxo-3-phenyl-4,5,6,7-tetrahydro-1H-pyrrolo[3,2-c]pyridin-2-yl]pyridin-2-yl}-2-(4-fluorophenyl)propanamide